(1r,4r)-4-((4-(2,2-difluoroethoxy)-5-(imidazo[1,2-a]pyrimidin-6-yl)pyrrolo[2,1-f][1,2,4]triazin-2-yl)amino)-1-ethylcyclohexan-1-ol FC(COC1=NC(=NN2C1=C(C=C2)C=2C=NC=1N(C2)C=CN1)NC1CCC(CC1)(O)CC)F